methyl 2-[1-(4-amino-3-fluoro-phenyl)-4-hydroxy-4-piperidyl]acetate NC1=C(C=C(C=C1)N1CCC(CC1)(O)CC(=O)OC)F